NC1=NC=C(C2=C1C(=CN2C)C2=CC=C(C=C2)OC2=NC(=CC=C2)C)C#N 4-amino-1-methyl-3-(4-((6-methylpyridin-2-yl)oxy)phenyl)-1H-pyrrolo[3,2-c]pyridine-7-carbonitrile